tert-Butyl 4-(4-(4-((4-(1-ethyl-3-(pyridin-3-yl)-1H-pyrazol-4-yl)pyrimidin-2-yl)amino)phenyl)-1H-pyrazol-1-yl)piperidine-1-carboxylate C(C)N1N=C(C(=C1)C1=NC(=NC=C1)NC1=CC=C(C=C1)C=1C=NN(C1)C1CCN(CC1)C(=O)OC(C)(C)C)C=1C=NC=CC1